(S)-1-Amino-2-(1-(but-2-ynoyl)piperidin-2-yl)-4-(4-(Pyridin-2-ylcarbamoyl)phenyl)-1H-imidazol-5-carboxamid NN1C(=NC(=C1C(=O)N)C1=CC=C(C=C1)C(NC1=NC=CC=C1)=O)[C@H]1N(CCCC1)C(C#CC)=O